(S)-3-((S)-sec-butyl)-N-(1-(2-methoxyethyl)-1H-pyrazol-3-yl)-2-oxo-1,2,3,5-tetrahydro-4H-benzo[e][1,4]diazepine-4-carboxamide [C@H](C)(CC)[C@@H]1N(CC2=C(NC1=O)C=CC=C2)C(=O)NC2=NN(C=C2)CCOC